5-amino-6-(5-hydroxy-2-methylphenyl)-2-phenylpyrimidine-4-carboxamide NC=1C(=NC(=NC1C1=C(C=CC(=C1)O)C)C1=CC=CC=C1)C(=O)N